Piperidin-4-ylmethyl (4-amino-4'-fluoro-[1,1'-biphenyl]-3-yl)carbamate NC1=C(C=C(C=C1)C1=CC=C(C=C1)F)NC(OCC1CCNCC1)=O